ClC1=CC(=C(COC2=CC=CC(=N2)N2CC3N(C(C2)C3)CC3=NC2=C(N3C[C@H]3OCC3)C=C(C=C2)C(=O)O)C=C1)F 2-((3-(6-((4-chloro-2-fluorobenzyl)oxy)pyridin-2-yl)-3,6-diazabicyclo[3.1.1]heptan-6-yl)methyl)-1-(((S)-oxetan-2-yl)methyl)-1H-benzo[d]imidazole-6-carboxylic acid